4-Trifluoromethoxyphenyl 3-deoxy-3-[4-(3,4,5-trifluorophenyl)-1H-1,2,3-triazol-1-yl]-1-thio-α-D-galactopyranoside FC=1C=C(C=C(C1F)F)C=1N=NN(C1)[C@@H]1[C@H]([C@@H](SC2=CC=C(C=C2)OC(F)(F)F)O[C@@H]([C@@H]1O)CO)O